methionine folate C(CC[C@@H](C(=O)O)NC(=O)C1=CC=C(NCC2=CN=C3N=C(N)NC(=O)C3=N2)C=C1)(=O)O.N[C@@H](CCSC)C(=O)O